4-(N-(1-(7H-pyrrolo[2,3-d]pyrimidin-4-yl)piperidin-4-yl)sulfamoyl)-2,3,5,6-tetrafluorophenyl azetidine-1-carboxylate N1(CCC1)C(=O)OC1=C(C(=C(C(=C1F)F)S(NC1CCN(CC1)C=1C2=C(N=CN1)NC=C2)(=O)=O)F)F